FC1(OC2=C(O1)C=CC=C2)F 2,2-DIFLUORO-1,3-BENZODIOXOL